4-amino-6-((3,5-difluorophenyl)amino)-N-(2,3-dihydro-1H-inden-2-yl)picolinamide hydrochloride Cl.NC1=CC(=NC(=C1)NC1=CC(=CC(=C1)F)F)C(=O)NC1CC2=CC=CC=C2C1